propyl-3-methylhexanoate C(CC)OC(CC(CCC)C)=O